CS(=O)(=O)C1=C2C(C(=NN(C2=CC=C1)C1=CC=C(C=C1)OC(F)(F)F)C(=O)OCC(=C)Cl)=O 2-chloroallyl 5-methylsulfonyl-4-oxo-1-[4-(trifluoromethoxy)phenyl]cinnoline-3-carboxylate